C(C)(C)(C)[C@@]1(N(CCC1)C(=O)OCC=1C(=NC(=CC1OC)C)OCC1=CC=CC=C1)CN(C)C1=NC=CC=C1Cl (2-(benzyloxy)-4-methoxy-6-methylpyridin-3-yl)methanol tert-butyl-(2R)-2-[[(3-chloropyridin-2-yl)(methyl)amino]methyl]pyrrolidine-1-carboxylate